tert-butyl 4-(4-(trifluoromethyl)benzoyl)piperidine-1-carboxylate FC(C1=CC=C(C(=O)C2CCN(CC2)C(=O)OC(C)(C)C)C=C1)(F)F